2-(2-chloroethyl)pyrrolidine hydrochloride Cl.ClCCC1NCCC1